FC1=C(C=CC(=C1)F)N1N=CC=C1 1-(2,4-difluorophenyl)-1H-pyrazole